(6-(4-(tert-Butyl)phenyl)-2-azaspiro[3.3]heptan-2-yl)((1s,3s)-3-hydroxy-3-methylcyclobutyl)methanone C(C)(C)(C)C1=CC=C(C=C1)C1CC2(CN(C2)C(=O)C2CC(C2)(C)O)C1